N-[1-[3-(4-isopropylsulfinylpyrazol-1-yl)pyrazin-2-yl]ethyl]-3,5-bis(trifluoromethyl)benzamide C(C)(C)S(=O)C=1C=NN(C1)C=1C(=NC=CN1)C(C)NC(C1=CC(=CC(=C1)C(F)(F)F)C(F)(F)F)=O